N1=CNC2=NC=CC(=C21)C=2C=NN(C2)C2=CC=C(C=N2)CN2CCS(CC2)(=O)=O 4-((6-(4-(3H-imidazo[4,5-b]pyridin-7-yl)-1H-pyrazol-1-yl)pyridin-3-yl)methyl)thiomorpholine 1,1-dioxide